1-(3-((R)-1-acetylpyrrolidin-2-yl)-4-methyl-1-phenyl-1H-pyrazol-5-yl)-3-((3S,4R)-4-(3,4-difluorophenyl)-1-(2-methoxyethyl)pyrrolidin-3-yl)urea C(C)(=O)N1[C@H](CCC1)C1=NN(C(=C1C)NC(=O)N[C@@H]1CN(C[C@H]1C1=CC(=C(C=C1)F)F)CCOC)C1=CC=CC=C1